1-((3S,5R)-1-acryloyl-5-(methoxymethyl)pyrrolidin-3-yl)-3-((2-ethyl-2H-indazol-5-yl)ethynyl)-5-(methylamino)-1H-pyrazole-4-carboxamide C(C=C)(=O)N1C[C@H](C[C@@H]1COC)N1N=C(C(=C1NC)C(=O)N)C#CC1=CC2=CN(N=C2C=C1)CC